FC1=C(C=CC=C1C(=O)C1=NNC2=NC=C(C=C21)C2=C(C=C(C=C2)F)C)NS(=O)(=O)CCCC N-(2-Fluoro-3-(5-(4-fluoro-2-methylphenyl)-1H-pyrazolo[3,4-b]pyridin-3-carbonyl)-phenyl)butan-1-sulfonamid